2-hydroxy-4,15-hexadecadienoic acid OC(C(=O)O)CC=CCCCCCCCCCC=C